Cl.NCC(=O)NC1=C(C=NC=C1)C=1SC2=C(N1)C=C(C=C2)OC 2-amino-N-(3-(5-methoxybenzo[d]thiazol-2-yl)pyridin-4-yl)acetamide hydrochloride